((1R*,2R*)-2-methylcyclopentyl)isoquinolin C[C@H]1[C@@H](CCC1)C1=NC=CC2=CC=CC=C12 |o1:1,2|